FC1=C(CN2[C@@H](CCC2=O)CC(=O)N[C@@H](C(C)C)C(=O)OCC#C)C=CC=C1F Prop-2-yn-1-yl (2-((S)-1-(2,3-difluorobenzyl)-5-oxopyrrolidin-2-yl)acetyl)-L-valinate